O1CC(CC1)CS(=O)(=O)C1=CC=C(N)C=C1 4-(((tetrahydrofuran-3-yl)methyl)sulfonyl)aniline